3-((3,3-difluoro-2a-hydroxy-1-methylene-2,2a,3,4-tetrahydro-1H-cyclopenta[cd]inden-5-yl)oxy)-5-fluorobenzonitrile FC1(CC=2C=3C1(CC(C3C=CC2OC=2C=C(C#N)C=C(C2)F)=C)O)F